C(C)(C)(C)C1=CC2=C(C3=CC=CC=C3C(=C2C=C1)OC(=O)C1C(CC=CC1)C(=O)O)OC(=O)C1C(CC=CC1)C(=O)O 2-(tert-butyl)-9,10-bis[2-carboxy(4-cyclohexenyl)]carbonyloxyanthracene